ClC=1C=C(CN2C(=NC=C2)C(=O)O)C=CC1Cl 1-(3,4-dichlorobenzyl)-1H-imidazole-2-carboxylic acid